ClC=1C=C(C=CC1)C=1C=C(C(=NC1)C(NCCOCCNCC(=O)N1CCN(CC1)C(C1=C(C=CC(=C1)CC1=NNC(C2=CC=CC=C12)=O)F)=O)=O)NC(OC(C)(C)C)=O tert-butyl N-[5-(3-chlorophenyl)-2-[2-[2-[[2-[4-[2-fluoro-5-[(4-oxo-3H-phthalazin-1-yl)methyl]benzoyl]piperazin-1-yl]-2-oxo-ethyl]amino]ethoxy]ethylcarbamoyl]-3-pyridyl]carbamate